[C-]#N.[C-]#N.O=C1NC2=CC=CC=C2C1=C1C=2C(OC1=O)=CC1=C(OC(C1=C1C(NC3=CC=CC=C13)=O)=O)C2 3,7-BIS(2-OXOINDOLIN-3-YLIDENE)BENZO[1,2-B:4,5-B']DIFURAN-2,6-DIONE DICYANIDE